(S)-4-(4-bromo-2-nitrophenyl)-morpholine-3-carboxylic acid BrC1=CC(=C(C=C1)N1[C@@H](COCC1)C(=O)O)[N+](=O)[O-]